ClC=1C=C(C=CC1F)NC(N(C)[C@@H](C)C1=CNC(C2=CC=C(C=C12)OC)=O)=O (S)-3-(3-chloro-4-fluorophenyl)-1-(1-(6-methoxy-1-oxo-1,2-dihydroisoquinolin-4-yl)ethyl)-1-methylurea